1-(2-(2,6-dioxopiperidine-3-yl)-6-fluoro-1,3-dioxoisoindol-5-yl)piperidine-4-carboxamide O=C1NC(CCC1N1C(C2=CC(=C(C=C2C1=O)N1CCC(CC1)C(=O)N)F)=O)=O